5-(1H-pyrrol-2-yl)-8-(trifluoromethyl)pyrimido[4,5-c]quinolin-3-amine N1C(=CC=C1)C1=NC=2C=C(C=CC2C2=C1N=C(N=C2)N)C(F)(F)F